C1(CCC1)OC1=CC(=NC(=C1)S(=O)(=O)C)NC1=CC(=NC=C1C1=CC=C2C(=N1)OCC(O2)(C)C)NC(C)=O N-(4-((4-cyclobutoxy-6-(methylsulfonyl)pyridin-2-yl)amino)-5-(2,2-dimethyl-2,3-dihydro-[1,4]dioxino[2,3-b]pyridin-6-yl)pyridin-2-yl)acetamide